C(C1=CC=CC=C1)OC1=CC=C(OC=2C3=C(S(C2C2=CC=C(C=C2)Cl)=O)C=C(C=C3)OC)C=C1 3-(4-(benzyloxy)phenoxy)-2-(4-chlorophenyl)-6-methoxybenzo[b]thiophene 1-oxide